tert-butyl 6-[[3-[1-(trifluoromethyl) cyclopropyl]-1,2,4-triazol-1-yl] methyl]-2-azaspiro[3.3]heptane-2-carboxylate FC(C1(CC1)C1=NN(C=N1)CC1CC2(CN(C2)C(=O)OC(C)(C)C)C1)(F)F